O1CCN(CC1)CCC(=O)NC1=CC2=C([Se]C(=C2)C(=O)OCC)C=C1 (ethyl) (5-(3-(morpholino) propionamido) benzo[b]selenophene-2-carboxylate)